1-(((3S)-1-(dimethylsulfamoyl)-3-piperidinyl)carbonyl)-N-(4-(trifluoromethyl)benzyl)-D-prolinamide CN(S(=O)(=O)N1C[C@H](CCC1)C(=O)N1[C@H](CCC1)C(=O)NCC1=CC=C(C=C1)C(F)(F)F)C